ClC=1N=C(C(=NC1)C(=O)OC)C methyl 5-chloro-3-methylpyrazin-2-carboxylate